(difluoromethyl)-2-hydroxy-6,8-dihydro-5H-1,7-naphthyridine-7-carboxylic acid tert-butyl ester C(C)(C)(C)OC(=O)N1CCC=2C=C(C(=NC2C1)O)C(F)F